2-tert-butyl-terephthalaldehyde C(C)(C)(C)C1=C(C=O)C=CC(=C1)C=O